Methyl (2S,3aR,6R,6aS)-6-((S)-((tert-butoxycarbonyl)oxy)((S)-cyclohex-2-en-1-yl)methyl)-2-methoxy-6a-methyl-4-oxohexahydro-2H-furo[2,3-c]pyrrole-6-carboxylate C(C)(C)(C)OC(=O)O[C@H]([C@]1(NC([C@H]2[C@@]1(O[C@@H](C2)OC)C)=O)C(=O)OC)[C@@H]2C=CCCC2